C1(CC2C(CC1)O2)COC(C=C)=O 3,4-Epoxycyclohexylmethylacrylate